ClC1=CC(=C(S1)C1=NC=C(C(=N1)C)O[C@@H]1C[C@H](CCC1)C(=O)[O-])COC(N(C)C1CCCC1)=O (1S,3S)-3-((2-(5-chloro-3-(((cyclopentyl(methyl)carbamoyl)oxy)methyl) Thiophen-2-yl)-4-methylpyrimidin-5-yl)oxy)cyclohexane-1-carboxylate